C(C)OC(=C)C1C(CC(CC1(C)C)=O)(C)C 4-(1-ethoxyvinyl)-3,3,5,5-tetramethylcyclohexan-1-one